C(C1=CC=CC=C1)OC1=NC(=CC(=C1)OC)Cl 2-(benzyloxy)-6-chloro-4-methoxypyridine